N12CCN(C(CC1)C2)C2=CC=C(C=C2)C=2C=C(C1=CN(N=C1C2C)C(C(=O)NC=2SC=CN2)C2=C1N(C=N2)C[C@@H](C1)F)C(F)F 2-[6-[4-(1,4-Diazabicyclo[3.2.1]octan-4-yl)phenyl]-4-(difluoromethyl)-7-methyl-indazol-2-yl]-2-[(6R)-6-fluoro-6,7-dihydro-5H-pyrrolo[1,2-c]imidazol-1-yl]-N-thiazol-2-yl-acetamide